C(=O)(O)C(CCCC1=CC=C(C=C1)OCCOCCOCC)N1CCN(CCN(CCN(CC1)C(C(=O)[O-])CO)C(C(=O)[O-])CO)C(C(=O)[O-])CO.[Gd+3] gadolinium 2,2',2''-{10-[1-carboxy-4-{4-[2-(2-ethoxyethoxy)ethoxy]phenyl}butyl]-1,4,7,10-tetraazacyclododecane-1,4,7-triyl}tris(3-hydroxypropanoate)